1-(3-(2,3'-dichloro-2',6-difluoro-6'-hydroxy-[1,1'-biphenyl]-4-yl)-5,6-dihydroimidazo[1,5-a]pyrazin-7(8H)-yl)prop-2-en-1-one ClC1=C(C(=CC(=C1)C1=NC=C2N1CCN(C2)C(C=C)=O)F)C2=C(C(=CC=C2O)Cl)F